4-Chlorophenol ClC1=CC=C(C=C1)O